C1(=CC=CC=C1)S/C=C/C(=O)C=1C=C(C=CC1)C (E)-3-(phenylsulfanyl)-1-(m-tolyl)prop-2-en-1-one